CC1=C(C(=O)NC=2C=C(C=CC2C)[C@@H]2[C@@H](C2)C(=O)O)C(=CC(=C1)OCCC1=CC=CC=C1)C |o1:13,14| rel-(1R,2S)-2-(3-{[2,6-dimethyl-4-(2-phenylethoxy)benzoyl]amino}-4-methylphenyl)cyclopropanecarboxylic acid